C(C(C)C)N1C=NC2=CC=C(C=C2C1=O)OC1=CC(=NC=C1)C=1C=NN(C1)C 3-isobutyl-6-{[2-(1-methylpyrazol-4-yl)-4-pyridyl]oxy}quinazolin-4-one